ethyl 2-(4-(tert-butoxycarbonyl)cyclohexyl)-5-methylpyrimidine-4-carboxylate C(C)(C)(C)OC(=O)C1CCC(CC1)C1=NC=C(C(=N1)C(=O)OCC)C